2-(5-bromopyridin-2-yl)-2-propanol BrC=1C=CC(=NC1)C(C)(C)O